CN(CC(O)C=1C=NN(C1)C1=C(C=C(C#N)C=C1)OC1=NC(=NC(=C1)C1=CC=CC=C1)C)C 4-[4-[2-(dimethylamino)-1-hydroxyethyl]pyrazol-1-yl]-3-(2-methyl-6-phenylpyrimidin-4-yl)oxybenzonitrile